4-{7-[(1s,3s)-3-hydroxy-3-methylcyclobutyl]-5-methyl-7H-pyrrolo[2,3-c]pyridazin-3-yl}-3-(methoxymethoxy)-5-methylbenzonitrile OC1(CC(C1)N1C=C(C2=C1N=NC(=C2)C2=C(C=C(C#N)C=C2C)OCOC)C)C